C[C@H](CCCC(C)C(=O)SCCNC(=O)CCNC(=O)[C@@H](C(C)(C)COP(=O)([O-])OP(=O)([O-])OC[C@@H]1[C@H]([C@H]([C@@H](O1)N2C=NC3=C(N=CN=C32)N)O)OP(=O)([O-])[O-])O)[C@H]4CC[C@@H]5[C@@]4(CC[C@H]6[C@H]5CCC7=CC(=O)CC[C@]67C)C The molecule is an acyl-CoA(4-) oxoanion arising from deprotonation of the phosphate and diphosphate OH groups of Delta(4)-dafachronoyl-CoA; major species at pH 7.3. It is a conjugate base of a Delta(4)-dafachronoyl-CoA.